tetrazolium iodide C1=[NH+]NN=N1.[I-]